ClC=1C=C(C(=O)O)C=CC1N1[C@H]2CC(C[C@@H]1CC2)OC(=O)C=2C(=NOC2C2CC2)C2=C(C=CC=C2Cl)Cl 3-chloro-4-[(1R,3R,5S)-3-[[5-cyclopropyl-3-(2,6-dichlorophenyl)-1,2-oxazol-4-yl]carbonyloxy]-8-azabicyclo[3.2.1]octan-8-yl]benzoic acid